tetra-sulfoterephthalic acid S(=O)(=O)(O)C1=C(C(=C(C(=C1C(=O)O)S(=O)(=O)O)S(=O)(=O)O)C(=O)O)S(=O)(=O)O